Cl.COC(=O)C1NCC(C1)C1=C(C=C(C(=C1)N(O)CC1CC1)OC(F)F)S(=O)(=O)C 4-(5-((cyclopropylmethyl)(hydroxy)amino)-4-(difluoromethoxy)-2-(methylsulfonyl)phenyl)pyrrolidine-2-carboxylic acid methyl ester hydrochloride